C(N)(=O)NC(=N)C=1C=C(SC1)CNC(=O)[C@H]1N([C@H]2C[C@]2(C1)C)C(CNC(C1=CC=C(C=C1)OC1=CC=CC=C1)=O)=O (1S,3S,5S)-N-((4-(N-carbamoyl-carbamimidoyl)thiophen-2-yl)methyl)-5-methyl-2-((4-phenoxybenzoyl)glycyl)-2-azabicyclo[3.1.0]Hexane-3-carboxamide